CC(C=CCCCCCCCCCCCCCCCC)=O icosenon